ClC=1C=C(C=CC1OC)CCC1=NC2=C(N1C[C@H](C)N1CCOCC1)C=CC(=C2)C=2C(=NOC2C)C 2-[2-(3-chloro-4-methoxyphenyl)ethyl]-5-(3,5-dimethyl-1,2-oxazol-4-yl)-1-[(S)-2-(morpholine-4-yl)propyl]-1H-benzimidazole